tert-butyl (tert-butoxycarbonyl)(5-oxo-5,6,7,8-tetrahydronaphthalen-2-yl)carbamate C(C)(C)(C)OC(=O)N(C(OC(C)(C)C)=O)C1=CC=2CCCC(C2C=C1)=O